7-(Cyclobutylamino)-5-fluoro-2-(((tetrahydro-2H-pyran-4-yl)thio)methyl)quinazolin-4(3H)-one C1(CCC1)NC1=CC(=C2C(NC(=NC2=C1)CSC1CCOCC1)=O)F